BrC1=NC=C(C(=C1)O)OCOCC 2-bromo-5-(ethoxymethoxy)pyridin-4-ol